isopropyl maleate (isopropyl maleate) C(C)(C)/C(/C(=O)O)=C/C(=O)O.C(\C=C/C(=O)O)(=O)OC(C)C